C(C)(=O)OCC=1C(CC2=CC3C4CCC(C=C3C(CC21)(C#N)C#N)N4C(=O)OC(C)(C)C)=O Tert-Butyl 1-(Acetoxymethyl)-10,10-Dicyano-2-Oxo-3,4A,5,6,7,8,10,11-Octahydro-2H-5,8-EpiminocycloPenta[B]Heptalene-12-Carboxylate